ClC1=CC(=NC=C1)C([C@@H](CN1CCCC1)NC(OCC1=CC=CC=C1)=O)=O |r| (+/-)-benzyl (1-(4-chloropyridin-2-yl)-1-oxo-3-(pyrrolidin-1-yl)propan-2-yl)carbamate